3-Bromo-N-(5-phenyl-1,3,4-oxadiazol-2-yl)benzamide BrC=1C=C(C(=O)NC=2OC(=NN2)C2=CC=CC=C2)C=CC1